ClC1=CC(=NC=C1)C(=O)OC Methyl 4-Chloropicolinate